COC(=O)C=1C=C2NC(CN(C2=CC1)CC1=CC=C(C=C1)OC)=O 1-(4-methoxybenzyl)-3-oxo-1,2,3,4-tetrahydroquinoxaline-6-carboxylic acid methyl ester